FC1C2=C(C(OC1)CNC)SC=C2 1-(4-fluoro-4,7-dihydro-5H-thieno[2,3-c]pyran-7-yl)-N-methylmethanamine